C1(CC1)C=1SC2=C(C1)C=CC=C2 cyclopropyl-benzothiophene